4'-(1,4-phenylenedi(oxy))diphthalic acid C1(=CC=C(C=C1)OC1=C(C(C(=O)O)=CC=C1)C(=O)O)OC1=C(C(C(=O)O)=CC=C1)C(=O)O